C(C(C)C)C1=C(C(=NN1CC)CCC)O 5-isobutyl-1-ethyl-4-hydroxy-3-n-propylpyrazole